O[C@H](COC=1C=C(C=CC1)S(=O)(=O)NC)CNC1COC2(C1)CCN(CC2)S(=O)(=O)C2=CC(=CC=C2)C2=CC=NC=C2 3-((2S)-2-hydroxy-3-(8-(3-(pyridin-4-yl)phenylsulfonyl)-1-oxa-8-azaspiro[4.5]decan-3-ylamino)propoxy)-N-methylbenzenesulfonamide